(S)-9-(6-Cyclopropyl-pyridin-3-yl)-3-fluoro-2-((R)-3-methyl-morpholin-4-yl)-8-trifluoromethyl-6,7,8,9-tetrahydro-pyrimido[1,2-a]-pyrimidin-4-one C1(CC1)C1=CC=C(C=N1)N1[C@@H](CCN2C1=NC(=C(C2=O)F)N2[C@@H](COCC2)C)C(F)(F)F